C1(CC1)S(=O)(=O)C1=CC=C(C[NH-])C=C1 4-cyclopropanesulfonyl-benzylamide